FC1=C(N)C=CC(=C1)C1=CC2=C(N=CN=C2N2CCOCC2)N1COCC[Si](C)(C)C 2-fluoro-4-(4-morpholino-7-((2-(trimethylsilyl)ethoxy)methyl)-7H-pyrrolo[2,3-d]pyrimidin-6-yl)aniline